Br.BrCC[NH+]1CCOCC1 4-(2-bromoethyl)morpholinium hydrobromide